BrC=1N=C(C=2N(C1)C=C(N2)C(=O)NC)NC2=CC=C(C=C2)N2CCOCC2 6-bromo-N-methyl-8-((4-morpholinophenyl)amino)imidazo[1,2-a]pyrazine-2-carboxamide